C(#N)[C@H](C[C@H]1C(NCC1)=O)NC([C@@H](NC(=O)C=1N=C(SC1C)C(F)(F)F)CC(C)(C)C)=O N-{(1S)-1-cyano-2-[(3S)-2-oxopyrrolidin-3-yl]ethyl}-4-methyl-N2-{[5-methyl-2-(trifluoromethyl)-1,3-thiazol-4-yl]carbonyl}-L-leucinamide